3-chlorobenzylammonium ClC=1C=C(C[NH3+])C=CC1